BrC1=CC=C(S1)C(C)NC1=NC(=NC2=CC=C(C=C12)N1CC(CC1)N(C)C)C N-[1-(5-bromothiophen-2-yl)ethyl]-6-[3-(dimethylamino)pyrrolidin-1-yl]-2-methylquinazolin-4-amine